1-(4-(3-(hydroxymethyl)pyrrolidin-1-yl)phenyl)-3-(4-methoxybenzyl)dihydropyrimidine-2,4(1H,3H)-dione OCC1CN(CC1)C1=CC=C(C=C1)N1C(N(C(CC1)=O)CC1=CC=C(C=C1)OC)=O